C(C)OC(CCC(=O)C1=CC2=NC(=C(C=C2S1)Br)OC)=O 4-(6-bromo-5-methoxythieno[3,2-b]pyridin-2-yl)-4-oxobutanoic acid ethyl ester